perhydro-picene C1CCCC2CCC3C4CCC5CCCCC5C4CCC3C21